CC=1CC2=CC=CC=C2C1 monomethylinden